(4-mercapto-3'-(triphenylsilyl)-[1,1'-biphenyl]-3-yl)boronic acid SC1=C(C=C(C=C1)C1=CC(=CC=C1)[Si](C1=CC=CC=C1)(C1=CC=CC=C1)C1=CC=CC=C1)B(O)O